5-(6-(ethylamino)-3-azabicyclo[3.1.0]hexane-3-yl)-N-(8-methoxy-2-methylimidazo[1,2-a]pyrazin-6-yl)pyrazine-2-carboxamide C(C)NC1C2CN(CC12)C=1N=CC(=NC1)C(=O)NC=1N=C(C=2N(C1)C=C(N2)C)OC